C(C1=CC=CC=C1)OC1C(C1)NC(=O)OC(C)(C)C 2-methylpropan-2-yl {[2-(benzyloxy)cyclopropyl]amino}methanoate